3-(((1-Methylazetidin-3-yl)carbamoyl)oxy)-2-(oleoyloxy)propyl (9Z,12Z)-octadeca-9,12-dienoate C(CCCCCCC\C=C/C\C=C/CCCCC)(=O)OCC(COC(NC1CN(C1)C)=O)OC(CCCCCCC\C=C/CCCCCCCC)=O